BrCC(=O)C1=NC=C(C=C1OC)Br bromo-1-(5-bromo-3-methoxypyridin-2-yl)ethan-1-one